ClC1=C(C(=CC=C1)Cl)N1CC(C1)C1=C(C=C(C=N1)CN1CCC(CC1)C(=O)O)C 1-((6-(1-(2,6-dichlorophenyl)azetidin-3-yl)-5-methylpyridin-3-yl)methyl)piperidine-4-carboxylic acid